tetrabutylammonium chloride salt [Cl-].C(CCC)[N+](CCCC)(CCCC)CCCC